C(#N)C=1C=C(C=CC1)C1=C(C2=C(C(=N1)C=1C=C3CCN(CC3=CC1)C(=O)OC(C)(C)C)C=CS2)C2=C(C=C(C=C2)F)OCCOC tert-butyl 6-[6-(3-cyanophenyl)-7-[4-fluoro-2-(2-methoxyethoxy)phenyl]thieno[3,2-c]pyridin-4-yl]-3,4-dihydro-1H-isoquinoline-2-carboxylate